N[C@@H](C)C(=O)NCC(=O)O |r| DL-ALANYL-GLYCINE